C(C)(C)(C)OC(NCCNC(=O)OC(C)(C)C)=O N-[2-(tert-butoxycarbonylamino)ethyl]Carbamic acid tert-butyl ester